hafnium dichlorid [Cl-].[Cl-].[Hf+2]